2-{[2-cyano-4-({2-[(4-cyano-2-fluorophenoxy)methyl]pyridin-4-yl}oxy)phenyl]methyl}-4-fluoro-1-{[(2S)-oxetan-2-yl]methyl}-1H-1,3-benzodiazole-6-carboxylic acid C(#N)C1=C(C=CC(=C1)OC1=CC(=NC=C1)COC1=C(C=C(C=C1)C#N)F)CC1=NC2=C(N1C[C@H]1OCC1)C=C(C=C2F)C(=O)O